3-[2-(difluoromethoxy)-3,5-difluoroanilino]-2-[3-(2-methoxy-2-methylpropoxy)pyridin-4-yl]-1,5,6,7-tetrahydro-4H-pyrrolo[3,2-c]pyridin-4-one FC(OC1=C(NC2=C(NC3=C2C(NCC3)=O)C3=C(C=NC=C3)OCC(C)(C)OC)C=C(C=C1F)F)F